BrC=1C=C(C(=O)C2=C(OC3=C2C=CC(=C3)S(=O)(=O)N(C)C)CC)C=C(C1O)Br 3-(3,5-dibromo-4-hydroxybenzoyl)-2-ethyl-N,N-dimethylbenzofuran-6-sulfonamide